ClC=1C=C(C=CC1F)NC(N(C)[C@H]1CCCC=2NC(C3=CC(=C(C=C3C12)F)F)=O)=O (S)-3-(3-chloro-4-fluorophenyl)-1-(8,9-difluoro-6-oxo-1,2,3,4,5,6-hexahydrophenanthridin-1-yl)-1-methylurea